(S)-4-(2-(4-chloro-2-fluorophenyl)-2-methylbenzo[d][1,3]dioxol-4-yl)piperidin-1-ium ClC1=CC(=C(C=C1)[C@@]1(OC2=C(O1)C=CC=C2C2CC[NH2+]CC2)C)F